(S)-3-hydroxy-3-hydroxypyrrolidine-1-carboxylic acid tert-butyl ester C(C)(C)(C)OC(=O)N1CC(CC1)(O)O